N=1NN=NC1NC[C@H](CC1=CNC2=CC=CC=C12)NC([C@H](CC1=CC=C(C=C1)O)NC(=O)C12CCCC(CCC1)C2)=O (1r,5S)-N-((S)-1-(((S)-1-((2H-tetrazol-5-yl)amino)-3-(1H-indol-3-yl)propan-2-yl)amino)-3-(4-hydroxyphenyl)-1-oxopropan-2-yl)bicyclo[3.3.1]nonane-1-carboxamide